5-chloro-4',4'-difluoro-2-methyl-7,8-dihydro-6H-spiro[[1,3]oxazolo[5,4-f]quinazoline-9,1'-cyclohexane]-7-one ClC=1C=C2C(=C3C1NC(NC31CCC(CC1)(F)F)=O)OC(=N2)C